C(C=C)N1C=CC=2C=NC=C(C21)[N+](=O)[O-] 1-allyl-7-nitro-1H-pyrrolo[3,2-c]pyridine